CN(C)NCC N-(N',N'-dimethylamino)-amino-ethane